2-methyl-2,6-naphthyridine CN1CC2=CC=NC=C2C=C1